Tert-butyl (R)-2-((3-(((RS)-1-(3-(1H-pyrazol-5-yl)naphthalen-1-yl)ethyl)carbamoyl)-4-methylphenyl)carbamoyl)piperidine-1-carboxylate N1N=CC=C1C=1C=C(C2=CC=CC=C2C1)[C@@H](C)NC(=O)C=1C=C(C=CC1C)NC(=O)[C@@H]1N(CCCC1)C(=O)OC(C)(C)C |&1:15|